[N-](S(=O)(=O)C(F)(F)F)S(=O)(=O)C(F)(F)F.[N-](S(=O)(=O)C(F)(F)F)S(=O)(=O)C(F)(F)F trifluoromethanesulfonimide (bis(trifluoromethylsulfonyl) imide)